5'-chloro-2'-fluoro-N-(3-fluorobenzyl)-[2,4'-bipyridine] ClC=1C(=CC(=NC1)F)C=1N(CC=CC1)CC1=CC(=CC=C1)F